C(C1=CC=CC=C1)(=O)O[C@H]1[C@@]23[C@@H](NC1=O)OC([C@]21[C@H](C[C@@]3(O)C(C)(C)C)OC(C1)=O)=O (3aS,5aS,8S,8aS,9R,10aS)-9-(tert-butyl)-9-hydroxy-2,4,7-trioxooctahydro-4H,9H-furo[3'',2'':2',3']cyclopenta[1',2':3,4]furo[2,3-b]pyrrol-8-yl benzoate